C(N)(=O)C1=CC(=NC2=C1N=CN=C2N[C@@H]2CN(C[C@H](C2)F)C(=O)OC(C)(C)C)C=2C(=NN(C2)C)C tert-butyl (3S,5S)-3-((8-carbamoyl-6-(1,3-dimethyl-1H-pyrazol-4-yl) pyrido[3,2-d]pyrimidin-4-yl) amino)-5-fluoropiperidine-1-carboxylate